C(C)C1=NN=C(S1)CCC=O 3-(5-ethyl-1,3,4-thiadiazol-2-yl)propan-1-one